4-(4-chlorophenyl)-4-oxo-3-phenyl-butanoic acid ClC1=CC=C(C=C1)C(C(CC(=O)O)C1=CC=CC=C1)=O